OCC1(CCCC1)NCCOC=1C=C2C(C3=C(C4=C(O3)C=CC=C4)C(C2=CC1)=O)(C)C 8-[2-(1-Hydroxymethyl-cyclopentylamino)-ethoxy]-6,6-dimethyl-6H-benzo[b]naphtho[2,3-d]furan-11-one